5-(2,4-difluorophenyl)-N-(3-(2-((2-(2-fluorophenyl)propan-2-yl)amino)-2-oxoethyl)-1-(4-hydroxy-4-methylcyclohexyl)azetidin-3-yl)isoxazole-3-carboxamide FC1=C(C=CC(=C1)F)C1=CC(=NO1)C(=O)NC1(CN(C1)C1CCC(CC1)(C)O)CC(=O)NC(C)(C)C1=C(C=CC=C1)F